C(CCC)[P+](C1=CC=CC=C1)(C1=CC=CC=C1)C1=CC=CC=C1 butyl-triphenyl-phosphonium